ClC=1C=C(C=CC1N1C(N(C=C1)C)=O)C1=C(C(=CC(=C1)F)C1=CC(=NC=C1)C1CNCCC1)O 1-(3-chloro-5'-fluoro-2'-hydroxy-3'-(2-(piperidin-3-yl)pyridin-4-yl)-[1,1'-biphenyl]-4-yl)-3-methyl-1H-imidazol-2(3H)-one